N-cyclopropyl-N-((2,6-dihydroxy-5'-methyl-4-pentyl-2'-(prop-1-en-2-yl)-1',2',3',4'-tetrahydro-[1,1'-biphenyl]-3-yl)methyl)acetamide C1(CC1)N(C(C)=O)CC=1C(=C(C(=CC1CCCCC)O)C1C(CCC(=C1)C)C(=C)C)O